2-butyl-7-isopropoxy-1-(2-(piperazin-1-yl)ethyl)-1H-imidazo[4,5-d]pyridazin-4-amine C(CCC)C1=NC=2C(=C(N=NC2N)OC(C)C)N1CCN1CCNCC1